OC1(C(C(=O)C2=CC=C(C=C2)O)C=CC(=C1)O)O 2,2,4,4'-tetrahydroxybenzophenone